O=C1NC(CCC1N1C(C2=CC=C(C=C2C1)CNC(C1=CC=CC=C1)=O)=O)=O N-{[2-(2,6-dioxo-hexahydropyridin-3-yl)-1-oxo-2,3-dihydro-1H-isoindol-5-yl]methyl}benzamide